N-carboxymethyl-quinoline chloride salt [Cl-].C(=O)(O)CN1CC=CC2=CC=CC=C12